diphenyl-(1,2-dicarboxy-ethyl)-phosphorus oxide C1(=CC=CC=C1)P(C(CC(=O)O)C(=O)O)(C1=CC=CC=C1)=O